OC[C@@H]1C([C@H]2N(CC1)C(OC2)=O)=O (7R,8aS)-7-(hydroxymethyl)tetrahydro[1,3]oxazolo[3,4-a]pyridine-3,8(5H)-dione